C1(CC1)CCS(=O)(=O)NC1=C(C(=C(C=C1F)OC1=NC=CC=C1C1=NC(=NC=C1)N[C@@H]1CNC[C@H](C1)F)F)F 2-cyclopropyl-N-(2,3,6-trifluoro-4-((3-(2-(((3S,5S)-5-fluoropiperidin-3-yl)amino)pyrimidin-4-yl)pyridin-2-yl)oxy)phenyl)ethane-1-sulfonamide